FC(CCC(CC(=O)OCC)=O)(F)F ethyl 6,6,6-trifluoro-3-oxohexanoate